C(=O)C=1C(=NN(C1)C1=CC=CC=C1)C(=O)O 4-FORMYL-1-PHENYL-1H-PYRAZOLE-3-CARBOXYLIC ACID